N[C@H]1C2N(CC1CC2)C(=O)C2=CC1=C(C(=C(O1)C=1N(C3=CC(=CC=C3C1)C)CC1CC1)C)C=C2 ((7R)-7-amino-2-azabicyclo[2.2.1]hept-2-yl)(2-(1-(cyclopropylmethyl)-6-methyl-1H-indol-2-yl)-3-methylbenzofuran-6-yl)methanone